Ethyl 3-(3-((2-(3-((6-fluoro-4-(methylthio)-1-tosyl-1H-indol-5-yl)oxy)phenyl)thiazol-4-yl)methyl)phenyl)propanoate FC1=C(C(=C2C=CN(C2=C1)S(=O)(=O)C1=CC=C(C)C=C1)SC)OC=1C=C(C=CC1)C=1SC=C(N1)CC=1C=C(C=CC1)CCC(=O)OCC